C(C1=CC=CC=C1)OCC[C@H](C)O (2S)-4-benzyloxybutan-2-ol